CCC(CC)C(COC)(COC)C(CC)CC 2,2-di-(3-pentyl)-1,3-dimethoxypropane